(3R,4S)-3-cyclopropyl-1-[3-fluoro-6-[1-[(2RS,3RS)-2-methyloxetan-3-yl]pyrazol-4-yl]pyrazolo[1,5-a]pyrazin-4-yl]-4-methyl-2-oxopyrrolidine-3-carbonitrile C1(CC1)[C@]1(C(N(C[C@H]1C)C=1C=2N(C=C(N1)C=1C=NN(C1)[C@H]1[C@H](OC1)C)N=CC2F)=O)C#N |&1:20,21|